(2E)-2-(2-pyridylhydrazono)acetaldehyde N1=C(C=CC=C1)N\N=C\C=O